2',2'''-(4-(trifluoromethyl)pyridine-2,6-diyl)bis(4'-isopropyl-5-methyl-3-((3r,5r,7r)-3,5,7-trimethyladamantan-1-yl)-[1,1'-biphenyl]-2-ol) FC(C1=CC(=NC(=C1)C1=C(C=CC(=C1)C(C)C)C=1C(=C(C=C(C1)C)C12CC3(CC(CC(C1)(C3)C)(C2)C)C)O)C2=C(C=CC(=C2)C(C)C)C=2C(=C(C=C(C2)C)C23CC1(CC(CC(C2)(C1)C)(C3)C)C)O)(F)F